C(N)(=O)C=1C=C(C=CC1)NC(=O)[C@@H]1O[C@]([C@H]([C@H]1C1=C(C(=C(C=C1)F)F)OC(F)F)C)(C(F)(F)F)C (2R,3S,4S,5R)-N-(3-Carbamoylphenyl)-3-[2-(Difluoromethoxy)-3,4-difluoro-phenyl]-4,5-dimethyl-5-(trifluoromethyl)tetrahydrofuran-2-carboxamid